1-(Boc-amino)cyclopropanecarboxylic acid C(=O)(OC(C)(C)C)NC1(CC1)C(=O)O